3-CHLORO-5-ETHOXYPHENYLBORONIC ACID ClC=1C=C(C=C(C1)OCC)B(O)O